Ethyl (5R)-2-(4-fluoroanilino)-5-methyl-6,7-dihydro-5H-pyrazolo[5,1-b][1,3]oxazine-3-carboxylate FC1=CC=C(NC2=NN3C(O[C@@H](CC3)C)=C2C(=O)OCC)C=C1